(1-phenyl-ethyl)-1H-indazol C1(=CC=CC=C1)C(C)N1N=CC2=CC=CC=C12